ClC1=CC(N2CCCC2=C1C(=O)O)=O 7-chloro-5-oxo-1,2,3,5-tetrahydroindolizine-8-carboxylic acid